C(#N)C=1C=CC(=NC1S(=O)(=O)C)C(=O)NCCC(=O)N[C@@H](C)C(=O)N[C@@H](C)C(=O)OC(C)(C)C tert-butyl (3-(5-cyano-6-(methylsulfonyl)picolinamido)propanoyl)-L-alanyl-L-alaninate